C1(CC1)C=1N=NN(C1)[C@H](C(=O)N1[C@@H](C[C@H](C1)O)C(=O)NC(CC1=CN(C2=CC=C(C=C12)F)C)C)C(C)(C)C (2S,4r)-1-[(2S)-2-(4-cyclopropyl-triazol-1-yl)-3,3-dimethyl-butyryl]-N-[2-(5-fluoro-1-methyl-indol-3-yl)-1-methyl-ethyl]-4-hydroxy-pyrrolidine-2-carboxamide